2-(4-(4-(dimethylamino)benzyl)piperazine-1-carbonyl)-N-(3-(4-(dimethylamino)phenyl)propyl)-4-fluorobenzamide CN(C1=CC=C(CN2CCN(CC2)C(=O)C2=C(C(=O)NCCCC3=CC=C(C=C3)N(C)C)C=CC(=C2)F)C=C1)C